ClC1=NC(=NC(=C1)C=1C=CC2=C(OC3=C2C(=CC=C3)C3=CC=CC=C3)C1)C1=CC=CC=C1 4-chloro-2-phenyl-6-(9-phenyldibenzo[b,d]furan-3-yl)pyrimidine